C(C)(=O)NC1=C(C(=O)NC=2SC(=C(N2)C2CCN(CC2)C)C)C=CC=C1 2-acetamido-N-(5-methyl-4-(1-methylpiperidin-4-yl)thiazol-2-yl)benzamide